C(C=C)(=O)OC(CCCC)(OC(C=C)=O)C Methylpentanediol diacrylate